tert-butyl (S)-2-(3-((1-(4-((1-(tert-butoxycarbonyl)pyrrolidin-3-yl)oxy)-3-cyclohexylbenzoyl)piperidin-4-yl)oxy)-5-fluorophenyl)-2,7-diazaspiro[3.5]nonane-7-carboxylate C(C)(C)(C)OC(=O)N1C[C@H](CC1)OC1=C(C=C(C(=O)N2CCC(CC2)OC=2C=C(C=C(C2)F)N2CC3(C2)CCN(CC3)C(=O)OC(C)(C)C)C=C1)C1CCCCC1